t-butyltin tripropionate C(CC)(=O)[O-].C(CC)(=O)[O-].C(CC)(=O)[O-].C(C)(C)(C)[Sn+3]